(3R/S)-3-(4-hydroxy-phenyl)-hex-4-ynoic acid OC1=CC=C(C=C1)[C@@H](CC(=O)O)C#CC |r|